Tert-butyl (4-(phenylethynyl)thiazol-2-yl)carbamate C1(=CC=CC=C1)C#CC=1N=C(SC1)NC(OC(C)(C)C)=O